C(C)C1=C(C(=CC=C1)CC)N1C(=NN=C1C=1OC(=CC1)C)SCC(=O)OCC ethyl {[4-(2,6-diethylphenyl)-5-(5-methylfuran-2-yl)-4H-1,2,4-triazol-3-yl]sulfanyl}acetate